CN1C(=NC(=C1C)C)C(C)=O 1-(1,4,5-trimethyl-1H-imidazol-2-yl)ethan-1-one